4-(3,4-dimethoxyphenyl)-3,4-dihydro-1H-chromene COC=1C=C(C=CC1OC)C1CCOC2=CC=CC=C12